CC1(COB(O1)C=1C=C(C2=C(N(C(O2)=O)C)C1)C)C 5-(5,5-dimethyl-1,3,2-dioxaborolan-2-yl)-3,7-dimethyl-1,3-benzoxazol-2(3H)-one